S(=O)(=O)([O-])[O-].[Co+2].NC1=CC=NC=C1 4-aminopyridine cobalt sulfate